2-{4-[(azepan-4-yl)amino]pyrido[3,4-d]pyridazin-1-yl}-5-(trifluoromethyl)phenol formate C(=O)OC1=C(C=CC(=C1)C(F)(F)F)C1=C2C(=C(N=N1)NC1CCNCCC1)C=NC=C2